(S)-3-((3-(5-(1-amino-1,3-dihydrospiro[indene-2,4'-piperidine]-1'-yl)-6-(hydroxymethyl)pyrazin-2-yl)prop-2-yn-1-yl)oxy)-N-methylbenzamide N[C@@H]1C2=CC=CC=C2CC12CCN(CC2)C=2N=CC(=NC2CO)C#CCOC=2C=C(C(=O)NC)C=CC2